C(CC(O)(C(=O)O)CC(=O)O)(=O)O.O[C@@H](CON=C(C=1C=[N+](C=CC1)[O-])Cl)CN1CCCCC1 N-[(2R)-2-hydroxy-3-piperidin-1-ylpropoxy]-1-oxidopyridin-1-ium-3-carboximidoyl chloride citrate